C(C)(C)(C)OC(=O)N[C@H](C[B-](F)(F)F)COC.[K+].BrC=1SC=C(C1)C(F)F 2-bromo-4-(difluoromethyl)thiophene Potassium (R)-(2-((tert-butoxycarbonyl)amino)-3-methoxypropyl)trifluoroborate